5-[2-(dimethylamino)ethoxy]-2-methyl-N-[1-[2-(trifluoromethyl)phenyl]cyclopropyl]benzamide CN(CCOC=1C=CC(=C(C(=O)NC2(CC2)C2=C(C=CC=C2)C(F)(F)F)C1)C)C